ClC1=NC(=CC(=N1)N1CCN(CC1)C(C)C1=CC=C(C=C1)Cl)C 2-chloro-4-[4-[1-(4-chlorophenyl)ethyl]piperazin-1-yl]-6-methyl-pyrimidine